[OH-].C(C(=C)C)(=O)NCCC[N+](CCCS(=O)(=O)O)(C)C (3-(methacryloylamino)propyl)-dimethyl(3-sulfopropyl)ammonium hydroxide